FC1=C(C(=CC(=C1)F)OCCOC)C=1C2=C(C(=NC1C1=NN3C([C@H](N(CC3)C(=O)OC(C)(C)C)C)=C1)O)CCC2 tert-butyl (4R)-2-[4-[2,4-difluoro-6-(2-methoxyethoxy)phenyl]-1-hydroxy-6,7-dihydro-5H-cyclopenta[c]pyridin-3-yl]-4-methyl-6,7-dihydro-4H-pyrazolo[1,5-a]pyrazine-5-carboxylate